N-((2-(6-(2,2-difluorocyclopropyl)-2,3-dihydro-4H-pyrido[3,2-b][1,4]oxazin-4-yl)-1,6-naphthyridin-7-yl)methyl)-3-(methylsulfonyl)benzofuran-5-carboxamide FC1(C(C1)C=1C=CC=2OCCN(C2N1)C1=NC2=CC(=NC=C2C=C1)CNC(=O)C=1C=CC2=C(C(=CO2)S(=O)(=O)C)C1)F